NC1=NC2=C(N1C1CN(CCCC1)CCOC1=C(C=NN1C)C1=NC(=CC(=C1)C(=O)OC)C)C=CC=C2 methyl 2-(5-{2-[3-(2-amino-1,3-benzodiazol-1-yl) azepan-1-yl] ethoxy}-1-methylpyrazol-4-yl)-6-methylpyridine-4-carboxylate